O=C1N(OC2=C1C=CC=C2)C(=O)N 3-oxo-3H-benzo[d]isoxazole-2-carboxamide